ClC=1C=CC(=C(C1)[C@H]1C[C@H](C1)NC(=O)C=1C=NN(C1)[C@H](C)C=1C=NC(=C(C1C)OC)N1C([C@@H]2C[C@@H]2C1)=O)C#N |o1:19| N-((cis)-3-(5-chloro-2-cyanophenyl)cyclobutyl)-1-((R or S)-1-(5-methoxy-4-methyl-6-((1R,5S)-2-oxo-3-azabicyclo[3.1.0]hexan-3-yl)pyridin-3-yl)ethyl)-1H-pyrazole-4-carboxamide